N-((R)-1-(4-(ethylsulfonyl)phenyl)-2-hydroxyethyl)-4-((2S,4R)-2-(((tetrahydro-2H-pyran-4-yl)oxy)methyl)-4-(4-(trifluoromethyl)phenoxy)pyrrolidin-1-yl)benzamide C(C)S(=O)(=O)C1=CC=C(C=C1)[C@H](CO)NC(C1=CC=C(C=C1)N1[C@@H](C[C@H](C1)OC1=CC=C(C=C1)C(F)(F)F)COC1CCOCC1)=O